C(C)(C)(C)N1C=NC(=C1)C(=O)NC1=C(C=C(C(=C1)C=1C=C(C=2N(N1)C=CN2)N2CCOCC2)C)F 1-(Tert-butyl)-N-(2-fluoro-4-methyl-5-(8-morpholinoimidazo[1,2-b]pyridazin-6-yl)phenyl)-1H-imidazole-4-carboxamide